ClC=1C=C2C(=C(NC2=CC1OCC=1N=CSC1)CNC(=O)N1CCC1)C N-({5-chloro-3-methyl-6-[(1,3-thiazol-4-yl)methoxy]-2-indolyl}methyl)-1-azetidinecarboxamide